1-[5-(7-chloro-2-methoxy-1,6-naphthyridin-3-yl)-4-methylpyridin-2-yl]butan-1-one ClC1=NC=C2C=C(C(=NC2=C1)OC)C=1C(=CC(=NC1)C(CCC)=O)C